2-(2,6-dioxopiperidin-3-yl)-5-fluoro-6-(4-((1-(4-(1-(4-hydroxyphenyl)-2-phenylbut-1-en-1-yl)phenyl)piperidin-4-yl)methyl)piperazin-1-yl)isoindoline-1,3-dione O=C1NC(CCC1N1C(C2=CC(=C(C=C2C1=O)F)N1CCN(CC1)CC1CCN(CC1)C1=CC=C(C=C1)C(=C(CC)C1=CC=CC=C1)C1=CC=C(C=C1)O)=O)=O